5-fluoro-2-methyl-3-(2-quinolinylmethyl)-1H-indole-1-acetic acid FC=1C=C2C(=C(N(C2=CC1)CC(=O)O)C)CC1=NC2=CC=CC=C2C=C1